N1C(CC2=NC=CC=C12)=O 4-Azaoxindole